3-(4-nitrophenyl)-5-(2,4-disulfophenyl)-2H-tetrazolium monosodium salt [Na+].[N+](=O)([O-])C1=CC=C(C=C1)N1N[NH2+]C(=N1)C1=C(C=C(C=C1)S(=O)(=O)O)S(=O)(=O)O